CC1=C(C=CC=C1)[Te][Te]C1=C(C=CC=C1)C Di(o-methylphenyl) ditelluride